(R)-N-(2-(dimethylamino)-2-oxo-1-phenylethyl)-2,2-dimethylbutyramide CN(C([C@@H](C1=CC=CC=C1)NC(C(CC)(C)C)=O)=O)C